COCCOCCO diEthylene glycol monomethyl ether